COC=1C=C(C=C(C1)C(F)(F)F)NCC1=CC=CC=C1 (3-methoxy-5-(trifluoromethyl)phenyl)benzylamine